benzyloxy-4-trifluoromethylcoumarin C(C1=CC=CC=C1)OC=1C(OC2=CC=CC=C2C1C(F)(F)F)=O